C(CCC)OC1=C2C(=NC(=C1)C1=CN(C3=CN=C(C=C31)NC(C)=O)C)C3(OCC2)COCC3 N-(3-(4'-Butoxy-4,5,5',6'-Tetrahydro-2H-Spiro[Furan-3,8'-Pyrano[3,4-b]Pyridine]-2'-yl)-1-Methyl-1H-Pyrrolo[2,3-c]Pyridin-5-yl)Acetamide